4-(3-Chloro-4-fluorophenyl)-6-methyl-1-tosyl-1,6-dihydro-7H-pyrrolo[2,3-c]pyridin-7-one ClC=1C=C(C=CC1F)C=1C2=C(C(N(C1)C)=O)N(C=C2)S(=O)(=O)C2=CC=C(C)C=C2